FC(C(=O)O)(F)F.C1(=CC=CC=C1)C1CC(NCC1)C(=O)N 4-phenylpiperidine-2-carboxamide trifluoroacetate